N[C@H](CC1=C(C=2N=NC=C(C2S1)NCC=1SC=CC1F)C)C 6-[(2S)-2-aminopropyl]-N-[(3-fluorothiophen-2-yl)methyl]-7-methylthieno[3,2-c]pyridazin-4-amine